SC(C1=CC=CC=C1)C#N mercaptobenzyl cyanide